N(=[N+]=[N-])C1=NC=CC=C1O azidopyridin-3-ol